ClC1=NC2=C(N1)C=CC=C2C(=O)OC methyl 2-chloro-1H-benzo[d]imidazole-4-carboxylate